4-bromobenzyl-2,5-dihydroxybenzoate BrC1=CC=C(COC(C2=C(C=CC(=C2)O)O)=O)C=C1